4-hydroxy-1-(1-Methylcyclopropyl)-6-oxopyridine-3-carboxylic acid methyl ester COC(=O)C1=CN(C(C=C1O)=O)C1(CC1)C